C(CCCCC)C(C(=O)OCCCCCCN(CCCCCCOC(C(CCCCCCCC)CCCCCC)=O)CCNC(CCC(=O)NCCN(CCCCCCOC(C(CCCCCCCC)CCCCCC)=O)CCCCCCOC(C(CCCCCCCC)CCCCCC)=O)=O)CCCCCCCC 6-[2-[[4-[2-[bis[6-(2-hexyldecanoyloxy)hexyl]amino]ethylamino]-4-oxo-butanoyl]amino]ethyl-[6-(2-hexyldecanoyloxy)hexyl]amino]hexyl 2-hexyldecanoate